N-(1-cyano-1-methyl-ethyl)-4-[(3,3-difluorocyclopentanecarbonyl)amino]pyridine-2-carboxamide C(#N)C(C)(C)NC(=O)C1=NC=CC(=C1)NC(=O)C1CC(CC1)(F)F